N[C@@H](COCCNC(OC(C)(C)C)=O)CNC(=O)C=1NC2=CC=CC=C2C1C1=CC=C(C=C1)F tert-butyl (R)-(2-(2-amino-3-(3-(4-fluorophenyl)-1H-indole-2-carboxamido)propoxy)ethyl)carbamate